Behenyl acetate C(C)(=O)OCCCCCCCCCCCCCCCCCCCCCC